(diphenyltriazineyl)[(dimethylfluorenyl)dibenzothiophenyl]benzene C1(=CC=CC=C1)C1=C(C(=NN=N1)C1=C(C=CC=C1)C1=C(C=CC=2SC3=C(C21)C=CC=C3)C3=C(C(=CC=2C1=CC=CC=C1CC32)C)C)C3=CC=CC=C3